ClC=1C=C2C(=CC1)NC(C21CCN(CC1)CCOC=1C=C(C2=C(N(C(=N2)C2CC(C2)(C)O)C)C1)F)=O 5-chloro-1'-{2-[4-fluoro-2-(3-hydroxy-3-methylcyclobutyl)-1-methyl-1H-1,3-benzimidazol-6-yloxy]ethyl}spiro[indoline-3,4'-piperidin]-2-one